tert-butyl-(R)-4-(4-((1-(3-(difluoromethyl)-2-fluorophenyl)ethyl)amino)-2-methylquinolin-6-yl)-3,6-dihydropyridine C(C)(C)(C)C1=NCC=C(C1)C=1C=C2C(=CC(=NC2=CC1)C)N[C@H](C)C1=C(C(=CC=C1)C(F)F)F